N1(CCC1)CC1=C(C=CC=C1)C=1N=NN(C1)CC1=C(C=C(C=C1)C=1OC(=NN1)C(F)F)F 2-(4-((4-(2-(azetidin-1-ylmethyl)phenyl)-1H-1,2,3-triazol-1-yl)methyl)-3-fluorophenyl)-5-(difluoromethyl)-1,3,4-oxadiazole